C(C1=CC=CC=C1)OC[C@H]1CO1 (R)-(-)-benzyloxymethyl ethylene oxide